CN(CCC1=CC=C(C=C1)NC(=O)C1=C(C=C(C(=O)OCC2=CN=CS2)C=C1)NC(=O)C=1C=NC2=CC=CC=C2C1)CC=1C=C2C=NN(C2=CC1)C Thiazol-5-ylmethyl 4-((4-(2-(methyl((1-methyl-1H-indazol-5-yl)methyl)amino)ethyl)phenyl)carbamoyl)-3-(quinoline-3-carboxamido)benzoate